3-(3-((2,3-difluoro-6-(2-morpholinothiazol-4-yl)phenoxy)methyl)phenyl)piperidine-2,6-dione FC1=C(OCC=2C=C(C=CC2)C2C(NC(CC2)=O)=O)C(=CC=C1F)C=1N=C(SC1)N1CCOCC1